3-(3-(2-((3-(2-carboxy-2-(pyrrolidin-3-yl)propyl)benzyl)(2-(3-(2-carboxy-2-(pyrrolidin-3-yl)propyl)phenoxy)ethyl)amino)-2-oxoethyl)phenyl)-2-methyl-2-(pyrrolidin-3-yl)propanoic acid C(=O)(O)C(CC=1C=C(CN(C(CC=2C=C(C=CC2)CC(C(=O)O)(C2CNCC2)C)=O)CCOC2=CC(=CC=C2)CC(C)(C2CNCC2)C(=O)O)C=CC1)(C)C1CNCC1